2,2'-bis(2-hydroxypropoxy)-6,6'-bis(naphthalen-1-yl)-1,1'-binaphthyl OC(COC1=C(C2=CC=C(C=C2C=C1)C1=CC=CC2=CC=CC=C12)C1=C(C=CC2=CC(=CC=C12)C1=CC=CC2=CC=CC=C12)OCC(C)O)C